NC1=NNC2=CC=C(C=C12)C1=CC(=NC=C1)NC(=O)NC1CCCCC1 1-(4-(3-Amino-1H-indazol-5-yl)pyridin-2-yl)-3-cyclohexylurea